C=1(C(=CC=CC1)C1=CC=CC=C1C=CC(=O)[O-])C=1C(=CC=CC1)C1=CC=CC=C1 Terphenylcinnamat